2-(phenylamino)pyrido[2,3-d]pyrimidin-7(8H)-one C1(=CC=CC=C1)NC=1N=CC2=C(N1)NC(C=C2)=O